N-(1-hexadecanoyl)-4-hydroxy-L-proline C(CCCCCCCCCCCCCCC)(=O)N1[C@@H](CC(C1)O)C(=O)O